tert-butyl (S)-4-(3-((1-(4-((1-(tert-butoxycarbonyl)pyrrolidin-3-yl)oxy)-3-(1-(cyclopropanecarbonyl)piperidin-4-yl)benzoyl)piperidin-4-yl)oxy)-5-fluorophenyl)piperazine-1-carboxylate C(C)(C)(C)OC(=O)N1C[C@H](CC1)OC1=C(C=C(C(=O)N2CCC(CC2)OC=2C=C(C=C(C2)F)N2CCN(CC2)C(=O)OC(C)(C)C)C=C1)C1CCN(CC1)C(=O)C1CC1